FC1(CC(N(CC1)C(=O)OC(C)(C)C)C=1N=CNC1)F tert-butyl 4,4-difluoro-2-(1H-imidazol-4-yl)piperidine-1-carboxylate